n-triacontyl-dimethyl-chlorosilane C(CCCCCCCCCCCCCCCCCCCCCCCCCCCCC)[Si](Cl)(C)C